5-(6-ethoxypyridin-3-yl)-2-((5-methyl-3-(6-methylpyridin-3-yl)isoxazol-4-yl)methyl)pyridazin-3(2H)-one C(C)OC1=CC=C(C=N1)C1=CC(N(N=C1)CC=1C(=NOC1C)C=1C=NC(=CC1)C)=O